FC1=CC=C(C=N1)NC(=O)C1=C(N(C(=C1C)C(C(NC(C(F)(F)F)(C)C)=O)=O)C)C N-(6-fluoropyridin-3-yl)-1,2,4-trimethyl-5-(2-oxo-2-((1,1,1-trifluoro-2-methylpropan-2-yl)amino)acetyl)-1H-pyrrole-3-carboxamide